[Ni].C1=CCCC=CCC1.C1=CCCC=CCC1 bis(1,5-cyclooctadiene) Nickel (0)